FC1=C(C=CC(=C1)F)N1C(C2=CC=CC=C2C(=N1)C1=CC(=CC=C1)S(=O)(=O)CC)=O 2-(2,4-Difluorophenyl)-4-(3-(ethylsulfonyl)phenyl)phthalazin-1(2H)-one